CC1(OC=2C(=C3OC4=C(C=CC=C4C(C3=CC2)=O)CC(=O)OC)C1)C methyl (2,2-dimethyl-6-oxo-1,2-dihydro-6H-3,11-dioxacyclopenta[a]anthracen-10-yl)acetate